N-(4-(4-amino-5-(4-((6-methoxypyridin-2-yl)oxy)phenyl)-7-methyl-7H-pyrrolo[2,3-d]pyrimidin-6-yl)phenyl)methacrylamide NC=1C2=C(N=CN1)N(C(=C2C2=CC=C(C=C2)OC2=NC(=CC=C2)OC)C2=CC=C(C=C2)NC(C(=C)C)=O)C